CC1=CC=C(C=N1)NC(=O)[C@H]1CC12CCN(CC2)C(=O)OC(C(F)(F)F)C(F)(F)F 1,1,1,3,3,3-hexafluoropropan-2-yl (S)-1-((6-methylpyridin-3-yl)carbamoyl)-6-azaspiro[2.5]octane-6-carboxylate